NC1=NC2=C(C=3N1N=C(N3)C=3OC=CC3)SC(N2CCN2CCN(CC2)C2=C(C=C(C(=C2)OCCS(=O)C)F)F)=O 5-amino-3-(2-(4-(2,4-difluoro-5-(2-(methylsulfinyl)ethoxy)phenyl)piperazin-1-yl)ethyl)-8-(furan-2-yl)thiazolo[5,4-e][1,2,4]triazolo[1,5-c]pyrimidin-2(3H)-one